BrC=1C=C(C2=C(C(=CO2)COC2=C(C=CC=C2)CC(=O)OCC)C1)CN1CCN(CC1)C ethyl 2-(2-((5-bromo-7-((4-methylpiperazin-1-yl)methyl)benzofuran-3-yl)methoxy)phenyl)acetate